NC=1C=C(OC2=CC=C(C=C2)C(C)(C)C2=CC=C(C=C2)OC2=CC(=C(C=C2)O)N)C=CC1O bis[4-(3-amino-4-hydroxyphenoxy)phenyl]propane